C(C1=CC=CC=C1)OC(=O)NCCC(C(=O)OCC)C(=O)OCC diethyl 2-(2-benzyloxycarbonylamino-ethyl)-malonate